2-(1H-benzo[d]imidazol-6-yl)isoindoline-1,3-dione allyl-(S)-7-((diethoxyphosphoryl)fluoromethyl)-2-naphthoate C(C=C)OC(=O)C1=CC2=CC(=CC=C2C=C1)[C@@H](F)P(=O)(OCC)OCC.N1C=NC2=C1C=C(C=C2)N2C(C1=CC=CC=C1C2=O)=O